3-isopropyl-L-tyrosine C(C)(C)C=1C=C(C[C@H](N)C(=O)O)C=CC1O